N-isopropyl-2-methylpropan-1-amine C(C)(C)NCC(C)C